C1(=CC=CC2=CC=CC=C12)C1=C(C=2C(=C3C(=C(C(=C(C3=C(C2C(=C1[2H])[2H])[2H])[2H])[2H])[2H])[2H])Br)[2H] 2-(1-naphthyl)-9-bromoanthracene-1,3,4,5,6,7,8,10-d8